oxo-benzenesulfonyl fluoride O=C1C(C=CC=C1)S(=O)(=O)F